5-(5-(4-(1-(2,6-dioxopiperidin-3-yl)indolin-6-yl)-[1,4'-bipiperidin]-1'-yl)pentyl)-2-((S)-1-(3-ethoxy-4-methoxyphenyl)-2-(methylsulfonyl)ethyl)isoindoline-1,3-dione O=C1NC(CCC1N1CCC2=CC=C(C=C12)C1CCN(CC1)C1CCN(CC1)CCCCCC=1C=C2C(N(C(C2=CC1)=O)[C@H](CS(=O)(=O)C)C1=CC(=C(C=C1)OC)OCC)=O)=O